2-((2-hydroxyethyl)(methyl)amino)ethyl 3,6-dichloro-2-methoxybenzoate ClC=1C(=C(C(=O)OCCN(C)CCO)C(=CC1)Cl)OC